COC(=O)C=1N(C=CC1C1=CC=CC=C1)Br bromo-3-phenyl-1H-pyrrole-2-carboxylic acid methyl ester